FC=1C=C(C=CC1C)N1CC(C2=NC(=CC=C21)C(=O)N2C(CN(CC2)C2=NC(=C(C(=O)OC)C(=C2)C)C)(C)C)(C)C methyl 6-(4-(1-(3-fluoro-4-methylphenyl)-3,3-dimethyl-2,3-dihydro-1H-pyrrolo[3,2-b]pyridine-5-carbonyl)-3,3-dimethylpiperazin-1-yl)-2,4-dimethylnicotinate